ClC1=C(C=CC=C1)C1=C(C=NC(=C1)OC)S(=O)(=O)N1CCC(CC1)(C(=O)NC\C=C\S(=O)(=O)C)F (E)-1-((4-(2-chlorophenyl)-6-methoxypyridin-3-yl)sulfonyl)-4-fluoro-N-(3-(methylsulfonyl)allyl)piperidine-4-carboxamide